FC=CCP fluoroallylphosphine